FC1=CC=C(C=C1)C1=CC(=C(C=N1)CNC(C=C)=O)C1=NNC=N1 N-((6-(4-fluorophenyl)-4-(1H-1,2,4-triazol-3-yl)pyridin-3-yl)methyl)acrylamide